4-(propan-1-yn-1-yl)-1H-indazole-7-carboxylate C(#CC)C1=C2C=NNC2=C(C=C1)C(=O)[O-]